OCCC=1C=C(C=CC1N1C[C@H](CC1)OC1=NC=C(C=C1)C(F)(F)F)C1CCN(CC1)C(=O)OC(C)(C)C (S)-tert-butyl 4-(3-(2-hydroxyethyl)-4-(3-(5-(trifluoromethyl)pyridin-2-yloxy)pyrrolidin-1-yl)phenyl)piperidine-1-carboxylate